C12CNCC(CC1)N2C=2SC=1CN(CC(C1N2)(C)C)C(=O)C=2C=NC(=CC2)F (2-(3,8-diazabicyclo[3.2.1]octan-8-yl)-7,7-dimethyl-6,7-dihydrothiazolo[5,4-c]pyridin-5(4H)-yl)(6-fluoropyridin-3-yl)methanone